1-(4-(tert-butyl)phenethyl)-6-chloro-7-(naphthalen-1-ylmethyl)-5-oxo-8-(3-(trifluoromethyl)phenyl)-1,2,3,5-tetrahydroimidazo[1,2-a]pyridine-3-carboxylic acid C(C)(C)(C)C1=CC=C(CCN2CC(N3C2=C(C(=C(C3=O)Cl)CC3=CC=CC2=CC=CC=C32)C3=CC(=CC=C3)C(F)(F)F)C(=O)O)C=C1